The molecule is a 1-hexadecanoyl-2-acyl-sn-glycero-3-phospho-1D-myo-inositol in which the 2-acyl group is specified as 9Z,12Z-octadecadienoyl (linoleoyl). It is a 1-hexadecanoyl-2-acyl-sn-glycero-3-phospho-1D-myo-inositol and a phosphatidylinositol (16:0/18:2). It is a conjugate acid of a 1-hexadecanoyl-2-(9Z,12Z-octadecadienoyl)-sn-glycero-3-phospho-D-myo-inositol(1-). CCCCCCCCCCCCCCCC(=O)OC[C@H](COP(=O)(O)OC1[C@@H]([C@H](C([C@H]([C@H]1O)O)O)O)O)OC(=O)CCCCCCC/C=C\\C/C=C\\CCCCC